2-{5-[4-(propane-2-sulfonyl)phenyl]-1H-pyrrolo[2,3-b]pyridine-3-carbonyl}-1,2,3,4-tetrahydroisoquinoline CC(C)S(=O)(=O)C1=CC=C(C=C1)C=1C=C2C(=NC1)NC=C2C(=O)N2CC1=CC=CC=C1CC2